(S)-2-(bromomethyl)oxirane BrC[C@H]1OC1